4-(2-Chlorophenyl)-5-phenyl-2-(2-thienyl)imidazole ClC1=C(C=CC=C1)C=1N=C(NC1C1=CC=CC=C1)C=1SC=CC1